N-(5-((5-Cyano-4-(1-cyclopropyl-1H-indol-3-yl)pyrimidin-2-yl)amino)-2-(3-(dimethylamino)azetidin-1-yl)-4-methoxyphenyl)acrylamide C(#N)C=1C(=NC(=NC1)NC=1C(=CC(=C(C1)NC(C=C)=O)N1CC(C1)N(C)C)OC)C1=CN(C2=CC=CC=C12)C1CC1